3-(2-iodofuro[3,2-c]pyridin-4-yl)piperidine-2,6-dione IC1=CC=2C(=NC=CC2O1)C1C(NC(CC1)=O)=O